methyl 1-(3-cyanophenyl)-5-(furan-2-yl)-1H-pyrazole-3-carboxylate C(#N)C=1C=C(C=CC1)N1N=C(C=C1C=1OC=CC1)C(=O)OC